glucosylgalactosyl-hydroxylysine C1([C@H](O)[C@@H](O)[C@H](O)[C@H](O1)CO)N([C@@H](CC[C@@H](O)CN)C(=O)O)C1[C@H](O)[C@@H](O)[C@@H](O)[C@H](O1)CO